4-hydroxy-2,2-dimethyl-piperidine OC1CC(NCC1)(C)C